C(CCCCCCCCCCCCCCCCCC)(=O)OCCCCCCCCCCCCCCCCCCCC icosyl nonadecanoate